ClC=1C=CC(=NC1C#N)NC(N(CC1=NNC(=C1)C(F)(F)F)C=1C=NC(=NC1)OC)=O 3-(5-Chloro-6-cyanopyridin-2-yl)-1-(2-methoxypyrimidin-5-yl)-1-((5-(trifluoromethyl)-1H-pyrazol-3-yl)methyl)urea